N1=CC=CC2=NC(CC=C12)C(=O)N [1,5]Naphthyridine-6(7H)-carboxamide